CC1NCC1NC(OC(C)(C)C)=O tert-butyl (2-methylazetidin-3-yl)carbamate